OCCNC(C=CC1=CC(=C(C(=C1)OC)OC)OC)=O N-(2-hydroxyethyl)-3-(3,4,5-trimethoxyphenyl)acrylamide